C1(=CC=CC=C1)C=CNS(=O)=O N-Phenylvinylsulfonamide